propenylsulfate C(=CC)OS(=O)(=O)[O-]